[5-(1-Ethyl-1H-indazol-6-yl)-1-([pyridin-2-yl]methyl)-1H-pyrazol-3-yl]methanol C(C)N1N=CC2=CC=C(C=C12)C1=CC(=NN1CC1=NC=CC=C1)CO